((2S,4R,5R)-4-Acetoxy-5-(2-amino-7-(3,4-difluorobenzyl)-8-oxo-7,8-dihydro-9H-purin-9-yl)tetrahydrofuran-2-yl)methyl acetate C(C)(=O)OC[C@H]1O[C@H]([C@@H](C1)OC(C)=O)N1C2=NC(=NC=C2N(C1=O)CC1=CC(=C(C=C1)F)F)N